(R)-3-(6-(2-Benzylpiperazin-1-yl)-1-methyl-1H-pyrazolo[3,4-d]pyrimidin-3-yl)-2,6-difluoro-5-(trifluoromethyl)phenol C(C1=CC=CC=C1)[C@H]1N(CCNC1)C1=NC=C2C(=N1)N(N=C2C=2C(=C(C(=C(C2)C(F)(F)F)F)O)F)C